N[C@H](C(=O)NC1=CC=C(CC(=O)Cl)C=C1)C (S)-4-(2-aminopropionamido)benzyl-carbonyl chloride